The molecule is a steroid acid consisting of progesterone having a 2-carboxyethylthio group at the 7alpha-position. It is a steroid acid, a 20-oxo steroid, a 3-oxo-Delta(4) steroid, a steroid sulfide and a monocarboxylic acid. It derives from a progesterone. CC(=O)[C@H]1CC[C@@H]2[C@@]1(CC[C@H]3[C@H]2[C@@H](CC4=CC(=O)CC[C@]34C)SCCC(=O)O)C